FC=1C(=CC(=NC1)OC)C1=CC(=NN1)C(=O)N1C2(CC2)C[C@H](CC1)C(=O)NCC12CN(C(C1)C2)CC(C)(C)F (S)-4-(5-(5-fluoro-2-methoxypyridin-4-yl)-1H-pyrazole-3-carbonyl)-N-((2-(2-fluoro-2-methylpropyl)-2-azabicyclo[2.1.1]hexane-4-yl)methyl)4-azaspiro[2.5]octane-7-carboxamide